R-3-hydroxybutyrate magnesium [Mg+2].O[C@@H](CC(=O)[O-])C.O[C@@H](CC(=O)[O-])C